CNC(C1=CC(=CC=C1)C1=CN=C2N1N=C(C(=C2)C=2C=NN(C2)C)O[C@@H]2COCC2)=O (S)-N-Methyl-3-(7-(1-methyl-1H-pyrazol-4-yl)-6-((tetrahydrofuran-3-yl)oxy)imidazo[1,2-b]pyridazin-3-yl)benzamide